3-(3-bromo-5-chloro-7-{[(1,3-thiazol-2-yl)methyl]amino}thieno[3,2-b]pyridin-2-yl)-2-[(trifluoromethyl)amino]propan-1-ol BrC1=C(SC=2C1=NC(=CC2NCC=2SC=CN2)Cl)CC(CO)NC(F)(F)F